NC1=C2N=CN(C2=NC=N1)[C@@H]1O[C@@H]([C@H]([C@H]1O)O)CSC (2R,3R,4S,5S)-2-(6-Aminopurin-9-yl)-5-(methylsulfanylmethyl)oxolan-3,4-diol